4-chloro-7-[2-methoxy-4-(trifluoromethyl)phenyl]-1-methyl-pyrrolo[2,3-d]pyridazine ClC1=C2C(=C(N=N1)C1=C(C=C(C=C1)C(F)(F)F)OC)N(C=C2)C